(S)-N-(4-Amino-4-oxo-1-phenylbutyl)-5-(4-(trifluoromethyl)phenyl)-3,4-dihydroisoquinoline-2(1H)-carboxamide NC(CC[C@@H](C1=CC=CC=C1)NC(=O)N1CC2=CC=CC(=C2CC1)C1=CC=C(C=C1)C(F)(F)F)=O